ClC1=C(C=CC=C1F)[C@H]1N(CCC1)C1=C(C(=O)N[C@H](C)\C=C\S(=O)(=O)C)C=CC=N1 ((S)-2-(2-Chloro-3-fluorophenyl)pyrrolidin-1-yl)-N-((R,E)-4-(methylsulfonyl)but-3-en-2-yl)nicotinamide